(8R)-4-chloro-2-iodo-8-methyl-7,8-dihydropurino[8,9-b][1,3]thiazole ClC=1C=2N=C3SC[C@H](N3C2N=C(N1)I)C